[Na].C(CCC)C1=CC=C(C=C1)C1=CC=C(C=C1)C#CC1=CC(=C(C(=C1)F)C#CN)F [4-(2-{4'-Butyl-[1,1'-biphenyl]-4-yl}ethynyl)2,6-difluorophenyl]ethynamine Sodium